1,3,5-tris-(3,5-di-tert-butyl-4-hydroxybenzyl)-1,3,5-triazine-2,4,6(1H,3H,5H)-trione C(C)(C)(C)C=1C=C(CN2C(N(C(N(C2=O)CC2=CC(=C(C(=C2)C(C)(C)C)O)C(C)(C)C)=O)CC2=CC(=C(C(=C2)C(C)(C)C)O)C(C)(C)C)=O)C=C(C1O)C(C)(C)C